1,3-dichloropentane ClCCC(CC)Cl